[Zn+2].P([S-])([O-])([O-])=S.P([S-])([O-])([O-])=S.[Zn+2].[Zn+2] dithiophosphoric acid zinc salt